2-[[1-(3-fluoropropyl)azetidin-3-yl]amino]thiazol FCCCN1CC(C1)NC=1SC=CN1